COC1=CC=C(C=C1)NC1=NC=CC2=C(C(=CC=C12)C)[N+](=O)[O-] N-(4-methoxyphenyl)-6-methyl-5-nitroisoquinolin-1-amine